ClC1=CC=C(CN2C(=NC=3N(C(N(C(C23)=O)CCCO)=O)C)C#CC=2SC=CC2)C=C1 7-(4-chlorobenzyl)-1-(3-hydroxypropyl)-3-methyl-8-(thiophen-2-ylethynyl)-3,7-dihydro-1H-purine-2,6-dione